trans-N-((1r,4r)-4-aminocyclohexyl)acetamide N[C@@H]1CC[C@H](CC1)NC(C)=O